Cl.C[C@@H]1N(C[C@H](NC1)C)C=1C2=C(N=CN1)N(CC21CCC1)C1=NC=CC(=C1)C#N 2-[4-[(2S,5R)-2,5-dimethylpiperazin-1-yl]spiro[6H-pyrrolo[2,3-d]pyrimidine-5,1'-cyclobutane]-7-yl]pyridine-4-carbonitrile hydrochloride